C(C1=CC=CC=C1)OCCN(CC)CCBr 2-(benzyloxy)-N-(2-bromoethyl)-N-ethylethan-1-amine